CC=1C=CC2=C(N=CC(C=N2)=O)C1 8-methyl-1,5-benzodiazepine-3-one